BrC1=C2CN(C(C2=CC(=C1)F)=O)C 4-bromo-6-fluoro-2-methyl-2,3-dihydro-1H-isoindol-1-one